NCC(CN1N=CN(C1=O)CC1=CC(=CS1)C=1C=CC(N(C1)CC)=O)=C(F)F 5-[5-[[1-[2-(aminomethyl)-3,3-difluoro-allyl]-5-oxo-1,2,4-triazol-4-yl]methyl]-3-thienyl]-1-ethyl-pyridin-2-one